NC1=NC=C(C2=C1C(=NN2C(C)C)C2=CC(=C(C=C2)NS(=O)(=O)C2=C(C=CC=C2)Cl)F)C2=CCC(CC2)NC2COC2 N-(4-(4-amino-1-isopropyl-7-(4-(oxetan-3-ylamino)cyclohex-1-en-1-yl)-1H-pyrazolo[4,3-c]pyridin-3-yl)-2-fluorophenyl)-2-chlorobenzenesulfonamide